4-{2-bromo-8-chloro-[1,2,4]triazolo[1,5-a]pyridin-7-yl}-1-(1-ethoxyethyl)pyrazole BrC1=NN2C(C(=C(C=C2)C=2C=NN(C2)C(C)OCC)Cl)=N1